C(C(COP(=O)([O-])[O-])O)O.O.[Na+].[Na+] Disodium glycerophosphate pentahydrate